1-tert-butyl 18-methyl 13-bromo-11,14-dioxo-4,7-dioxa-10,15-diaza-octadec-12-en-1,18-dioate BrC(=CC(NCCOCCOCCC(=O)OC(C)(C)C)=O)C(NCCC(=O)OC)=O